CC1(CC=C(CC1)C=1C=CC=C2C=C(C=NC12)C(=O)NCC=1OC=CN1)C 8-(4,4-dimethylcyclohex-1-en-1-yl)-N-(oxazol-2-ylmethyl)quinoline-3-carboxamide